FC(C=1C(=C(C=CC1)[C@@H](C)NC=1C2=C(N=C(N1)C)N=C(C(=C2)C2(CCOCC2)O)OC)F)F (R)-4-(4-((1-(3-(difluoromethyl)-2-fluorophenyl)ethyl)amino)-7-methoxy-2-methylpyrido[2,3-d]pyrimidin-6-yl)tetrahydro-2H-pyran-4-ol